C\C(=C/COC(CC1=CC=CC=C1)=O)\CCC=C(C)C phenylacetic acid (2E)-3,7-dimethyl-2,6-octadien-1-yl ester